C1(CC1)[C@@]1(NC(NC1=O)=O)CNC(=O)C1=NN(N=C1)C1=C(C=C(C=C1)Cl)Cl N-{[(4R)-4-cyclopropyl-2,5-dioxoimidazolidin-4-yl]methyl}-2-(2,4-dichlorophenyl)-2H-1,2,3-triazole-4-carboxamide